CN1CCC(CC1)NC(=O)C=1C=NN2C1C=C(C=C2)C2=CNC1=NC(=CC=C12)C1=CC=CC=C1 N-(1-Methylpiperidin-4-yl)-5-(6-phenyl-1H-pyrrolo[2,3-b]pyridin-3-yl)pyrazolo[1,5-a]pyridine-3-carboxamide